FC1(CC(C1)CN1N=CC(=C1)C1=C(N=C2N(N=CC(=C2)OC)C1=O)C(F)(F)F)F 3-{1-[(3,3-difluorocyclobutyl)methyl]-1H-pyrazol-4-yl}-8-methoxy-2-(trifluoromethyl)-4H-pyrimido[1,2-b]pyridazin-4-one